C1(C2C1O2)CCC[Si](OC)(OC)OC gamma-(2,3-epoxycyclopropyl)propyl-trimethoxysilane